FC1=C(C(=C(C=C1)F)CO)CO 3,6-difluoro-1,2-benzenedimethanol